BrC(C(=O)Cl)CCBr 2,4-dibromo-butyryl chloride